COC1=NC=C(C2=C1N=C(S2)NC(=O)N2CCC(CC2)(C=2C=NC=CC2)O)C2CCOCC2 4'-Hydroxy-3',4',5',6'-tetrahydro-2'H-[3,4']bipyridinyl-1'-carboxylic acid [4-methoxy-7-(tetrahydro-pyran-4-yl)-thiazolo[4,5-c]pyridin-2-yl]-amide